C(C)(C)(C)C1=CC=C(C=C1)CC(C=O)C 3-(4-tert-butylphenyl)-2-methylpropanal